methyl (S,E)-5-((6-((2-((tert-butoxycarbonyl)imino)-3-methyl-2,3-dihydro-1H-imidazol-1-yl)methyl)-8-(4-fluoro-2-methylphenyl)-4-oxochroman-3-yl)methyl)-2-fluorobenzoate C(C)(C)(C)OC(=O)\N=C/1\N(C=CN1C)CC=1C=C2C([C@H](COC2=C(C1)C1=C(C=C(C=C1)F)C)CC=1C=CC(=C(C(=O)OC)C1)F)=O